3-(3-amino-4-(4-bromophenyl)-1H-pyrazolo[4,3-c]pyridin-6-yl)piperidine-1-carboxylic acid benzyl ester C(C1=CC=CC=C1)OC(=O)N1CC(CCC1)C1=CC2=C(C(=N1)C1=CC=C(C=C1)Br)C(=NN2)N